BrC=1C=C(C(=C2CNC(C12)=O)NS(=O)(=O)C1=CC(=CC=C1)C#CC1=NC=CN=C1)Cl N-(7-bromo-5-chloro-1-oxoisoindolin-4-yl)-3-(pyrazin-2-ylethynyl)benzenesulfonamide